ClC1=CC=C(C=C1)C1=C(N=C(N1)C1=CC=C(C=C1)OCC=1N=CN(C1)C)C 5-(4-chlorophenyl)-4-methyl-2-(4-((1-methyl-1H-imidazol-4-yl)methoxy)phenyl)-1H-imidazole